3-(5-(difluoromethyl)-1,3,4-thiadiazol-2-yl)-N-(3-methyloxetan-3-yl)-8-(6-oxohexahydropyrrolo[1,2-a]pyrazin-2(1H)-yl)imidazo[1,5-a]pyridine-6-sulfonamide FC(C1=NN=C(S1)C1=NC=C2N1C=C(C=C2N2CC1N(CC2)C(CC1)=O)S(=O)(=O)NC1(COC1)C)F